C(CC)NCC propylethylamin